(S)-2-(6-chloro-4-(3-((4-methyl-4H-1,2,4-triazol-3-yl)methyl)oxetan-3-yl)pyridin-2-yl)-6-((3-methylpiperidin-1-yl)methyl)-4-(trifluoromethyl)isoindolin-1-one ClC1=CC(=CC(=N1)N1C(C2=CC(=CC(=C2C1)C(F)(F)F)CN1C[C@H](CCC1)C)=O)C1(COC1)CC1=NN=CN1C